OCC(ON1C(CCCC1(C)C)(C)C)C1=CC=CC=C1 1-hydroxy-2-phenyl-2-(2',2',6',6'-tetramethyl-1-piperidinyloxy)ethane